[N+](=O)([O-])C=1C=C(C=CC1)N1C(C(=C)CC1=O)=O N-(3-nitrophenyl)itaconimide